4-(2,4,6-trifluorophenyl)pyridazine FC1=C(C(=CC(=C1)F)F)C1=CN=NC=C1